2-[4-[8-[3-chloro-4-[4-[(3R)-3-(hydroxymethyl)piperazine-1-carbonyl]piperazine-1-carbonyl]anilino]imidazo[1,2-a]pyrazin-3-yl]-2,3-difluoro-phenoxy]acetonitrile ClC=1C=C(NC=2C=3N(C=CN2)C(=CN3)C3=C(C(=C(OCC#N)C=C3)F)F)C=CC1C(=O)N1CCN(CC1)C(=O)N1C[C@@H](NCC1)CO